9-(4-chloro-2-fluoro-phenyl)-2,3-dimethyl-7-[(3S)-3-(1-methylpyrazol-4-yl)-1-piperidyl]pyrido[1,2-a]pyrimidin-4-one ClC1=CC(=C(C=C1)C1=CC(=CN2C1=NC(=C(C2=O)C)C)N2C[C@@H](CCC2)C=2C=NN(C2)C)F